1-(3-fluoropyridin-2-yl)-5-(6-fluoropyridin-3-yl)-1H-pyrazol-3-ol FC=1C(=NC=CC1)N1N=C(C=C1C=1C=NC(=CC1)F)O